N-[(5-{4-[(1-methylpiperidin-4-yl)amino]-1-(2,2,2-trifluoroethyl)-1H-indol-2-yl}-1,2,4-oxadiazol-3-yl)methyl]thiophene-2-carboxamide CN1CCC(CC1)NC1=C2C=C(N(C2=CC=C1)CC(F)(F)F)C1=NC(=NO1)CNC(=O)C=1SC=CC1